N1(CCNCCNCC1)C(CCC(=O)O)C(=O)O 1,4,7-triazacyclononane-1-pentanedioic acid